1-(1-methoxypropane-2-yl)-3,4-dinitro-1H-pyrazole COCC(C)N1N=C(C(=C1)[N+](=O)[O-])[N+](=O)[O-]